(+)-Ethyl mandelate CCOC(=O)C(C1=CC=CC=C1)O